2-bromo-3-chloro-6-((4-chloro-2-fluorobenzyl)oxy)pyridine BrC1=NC(=CC=C1Cl)OCC1=C(C=C(C=C1)Cl)F